BrC1=C(C=C(C=C1)C1=NNC(O[C@H]1C)=O)C(F)(F)F (S)-5-(4-bromo-3-(trifluoromethyl)phenyl)-6-methyl-3,6-dihydro-2H-1,3,4-oxadiazin-2-one